3,5-dimethoxy-4-methylbenzoic acid N-(1-ethyl-2,2-dimethyl-propyl)-N'-(3-methoxy-2-methyl-benzoyl)-hydrazide C(C)C(C(C)(C)C)N(NC(C1=C(C(=CC=C1)OC)C)=O)C(C1=CC(=C(C(=C1)OC)C)OC)=O